6-bromoindoxyl C1=CC2=C(C=C1Br)NC=C2O